sodium (R)-3-(5-chloro-2-oxo-6-(1-(pyridin-2-yl)ethoxy)benzo[d]oxazol-3(2H)-yl)propanoate ClC=1C(=CC2=C(N(C(O2)=O)CCC(=O)[O-])C1)O[C@H](C)C1=NC=CC=C1.[Na+]